triphenylmethylium tetrakis(1,2,2-trifluoroethenyl)borate FC(=C(F)F)[B-](C(=C(F)F)F)(C(=C(F)F)F)C(=C(F)F)F.C1(=CC=CC=C1)[C+](C1=CC=CC=C1)C1=CC=CC=C1